2,2-di-tert-butyl-3,4-bis(pyridin-3-yl)-2λ5-benzo[e][1,2]azaphosphine C(C)(C)(C)P1(=NC2=C(C(=C1C=1C=NC=CC1)C=1C=NC=CC1)C=CC=C2)C(C)(C)C